NC1C2C(C1C2)C(=O)N2CCC(CC2)N2N=CC(=C2)C=2C=C(C=1N(C2)N=CC1C#N)OC 6-(1-(1-(4-aminobicyclo[1.1.1]pentane-2-carbonyl)piperidin-4-yl)-1H-pyrazol-4-yl)-4-methoxypyrazolo[1,5-a]pyridine-3-carbonitrile